2-azidoethyl α-L-fucopyranoside O([C@H]1[C@@H](O)[C@H](O)[C@H](O)[C@@H](O1)C)CCN=[N+]=[N-]